C(C)(C)(C)OC(=O)N1C=2N(CC(C1)CN=[N+]=[N-])N=CC2CC2=CC=C(C=C2)C(F)(F)F tert-butyl-6-(azidomethyl)-3-(4-(trifluoromethyl)benzyl)-6,7-dihydropyrazolo[1,5-a]pyrimidine-4(5H)-carboxylate